cyclopropyl (4-chloro-2-(((S)-1-((3S,5R)-5-methyl-2-oxopyrrolidin-3-yl)-4-(methylamino)-3,4-dioxobutan-2-yl)carbamoyl)phenyl)carbamate ClC1=CC(=C(C=C1)NC(OC1CC1)=O)C(N[C@@H](C[C@H]1C(N[C@@H](C1)C)=O)C(C(=O)NC)=O)=O